3-(3-methyl-2-oxo-5-(2-(piperidin-4-yl)ethyl)-2,3-dihydro-1H-benzo[d]imidazol-1-yl)piperidine-2,6-dione hydrochloride Cl.CN1C(N(C2=C1C=C(C=C2)CCC2CCNCC2)C2C(NC(CC2)=O)=O)=O